3-(3-hydroxy-5-(6-(methylsulfonamido)naphthalen-2-yl)picolinamido)-2,2-dimethylpropanoic acid OC=1C(=NC=C(C1)C1=CC2=CC=C(C=C2C=C1)NS(=O)(=O)C)C(=O)NCC(C(=O)O)(C)C